[Cl-].C(C(=C)C)(=O)NCCC[N+](C)(C)C [3-(methacryloylamino)-propyl]trimethyl-ammonium chloride